N-[3-[5-bromo-4-chloro-2-(difluoromethoxy)phenyl]-1H-pyrazol-4-yl]Pyrazolo[1,5-a]Pyrimidine-3-carboxamide BrC=1C(=CC(=C(C1)C1=NNC=C1NC(=O)C=1C=NN2C1N=CC=C2)OC(F)F)Cl